2-(4-(7-(2,5-dihydrofuran-3-yl)-1-methyl-2,3-dioxo-2,3-dihydropyrido[2,3-b]pyrazine-4(1H)-yl)piperidin-1-yl)-N-propylpyrimidine-5-sulfonamide O1CC(=CC1)C1=CC2=C(N(C(C(N2C)=O)=O)C2CCN(CC2)C2=NC=C(C=N2)S(=O)(=O)NCCC)N=C1